3-(2-(2-(3-aminopropoxy)ethoxy)propyl)-4-(phenyldiazenyl)aniline NCCCOCCOC(CC=1C=C(N)C=CC1N=NC1=CC=CC=C1)C